rac-tert-butyl {[4-(cyclopropylmethyl)-2,5-dioxoimidazolidin-4-yl]methyl}carbamate C1(CC1)C[C@@]1(NC(NC1=O)=O)CNC(OC(C)(C)C)=O |r|